C1=C(C=CC2=CC=CC=C12)C1=CC=CC=2CC3=CC=CC(=C3C12)C1=CC2=CC=CC=C2C=C1 4,5-bis(naphthalen-2-yl)fluorene